FC1=CC(=C(C(=C1)OC[C@@H]1CNCCS1)C1=CC(=NN1)NC=1N=CC(=NC1)C#N)OC (S)-5-((5-(4-fluoro-2-methoxy-6-(thiomorpholin-2-ylmethoxy)phenyl)-1H-pyrazol-3-yl)amino)pyrazine-2-carbonitrile